2-acetyl-6-bromo-1,2,4-triazine-3,5-dione C(C)(=O)N1N=C(C(NC1=O)=O)Br